5-(4-(aminomethyl)-1-oxo-1,2-dihydrophthalazin-6-yl)-1H-pyrrolo[2,3-b]pyridine-3-carbonitrile NCC1=NNC(C2=CC=C(C=C12)C=1C=C2C(=NC1)NC=C2C#N)=O